5-(1-Cyclopropyl-5,6-difluoro-1H-benzo[d]imidazol-2-yl)-N-(2-methoxyethyl)pyrimidin-4-amin C1(CC1)N1C(=NC2=C1C=C(C(=C2)F)F)C=2C(=NC=NC2)NCCOC